Trans-N-(6-{[6-(5-chloro-2-fluorophenyl)-3-{methyl[(3-methyl-2-oxooxolan-3-yl)methyl]amino}pyridazin-4-yl]amino}pyrimidin-4-yl)-3-(3,5-dimethylpiperazin-1-yl)cyclobutane-1-carboxamide ClC=1C=CC(=C(C1)C1=CC(=C(N=N1)N(CC1(C(OCC1)=O)C)C)NC1=CC(=NC=N1)NC(=O)[C@@H]1C[C@H](C1)N1CC(NC(C1)C)C)F